COC1=C(C(=C(C2=C1C(=O)C(=CO2)C3=CC4=C(C=C3)OCO4)OC)OC)OC The molecule is a methoxyisoflavone that is isoflavone substituted by methoxy groups at positions 5, 6, 7 and 8 and methylenedioxy group across positions 3' and 4'. It has a role as a plant metabolite. It is a member of benzodioxoles and a member of 7-methoxyisoflavones.